((4-chloro-6,7-dimethoxyquinazolin-2-yl)amino)indolin-2-one ClC1=NC(=NC2=CC(=C(C=C12)OC)OC)NN1C(CC2=CC=CC=C12)=O